Dodecyl-tris(chloromethoxy)silane C(CCCCCCCCCCC)[Si](OCCl)(OCCl)OCCl